The molecule is a proanthocyanidin consisting of (-)-epicatechin and (+)-catechin units joined by a bond between positions 4 and 8' respectively in a beta-configuration.. Procyanidin B1 can be found in Cinnamomum verum (Ceylon cinnamon, in the rind, bark or cortex), in Uncaria guianensis (cat's claw, in the root), and in Vitis vinifera (common grape vine, in the leaf) or in peach. It has a role as a metabolite, an EC 3.4.21.5 (thrombin) inhibitor and an anti-inflammatory agent. It is a hydroxyflavan, a proanthocyanidin, a biflavonoid and a polyphenol. It derives from a (-)-epicatechin and a (+)-catechin. C1[C@@H]([C@H](OC2=C1C(=CC(=C2[C@@H]3[C@H]([C@H](OC4=CC(=CC(=C34)O)O)C5=CC(=C(C=C5)O)O)O)O)O)C6=CC(=C(C=C6)O)O)O